N-cyclopropyl-4-(2-(2,4-difluorophenoxy)-5-(2-hydroxypropan-2-yl)phenyl)-6-methyl-7-oxo-6,7-dihydrothieno[2,3-c]pyridine-2-carboxamide C1(CC1)NC(=O)C1=CC2=C(C(N(C=C2C2=C(C=CC(=C2)C(C)(C)O)OC2=C(C=C(C=C2)F)F)C)=O)S1